N1C(=NC2=C1C=CC=C2)C2=CC(=CN2)C(=O)C2=C(C=CC=C2)C(F)(F)F [5-(1H-benzimidazol-2-yl)-1H-pyrrol-3-yl]-[2-(trifluoromethyl)phenyl]methanone